N-iso-Pentyl-4-(1-methylpiperidin-4-yl)-1H-benzo[d]imidazole-1-carboxamide C(CC(C)C)NC(=O)N1C=NC2=C1C=CC=C2C2CCN(CC2)C